4-formyl-5-(pyrimidin-4-ylmethoxy)-1,3-phenylene bis(4-methylbenzene-sulfonate) CC1=CC=C(C=C1)S(=O)(=O)OC1=CC(=C(C(=C1)OCC1=NC=NC=C1)C=O)OS(=O)(=O)C1=CC=C(C=C1)C